5-(5-bromo-3-(2,5-dimethyl-1H-pyrrol-1-yl)-1H-pyrazol-1-yl)-2-methyl-2H-indazole BrC1=CC(=NN1C1=CC2=CN(N=C2C=C1)C)N1C(=CC=C1C)C